(R)-N-(2-(azetidin-1-yl)ethyl)-6-(1-(4-fluorophenyl)ethyl)-3-methyl-1,2,4-triazin-5-amine N1(CCC1)CCNC=1N=C(N=NC1[C@H](C)C1=CC=C(C=C1)F)C